FC1=CC=C(C=C1)S(=O)(=O)N1CCC(CC1)C#N 1-(4-Fluorobenzenesulfonyl)piperidine-4-carbonitrile